C1(CC1)C1=C(C=C(C(=O)N[C@](CS(=O)(=O)C)(C)C2=NOC(=N2)C)C=C1)OCC(F)(F)F 4-cyclopropyl-N-[(2R)-1-(methylsulfonyl)-2-(5-methyl-1,2,4-Oxadiazol-3-yl)propan-2-yl]-3-(2,2,2-trifluoroethoxy)benzamide